(Z)-(3-(3-methoxyphenyl)thiazol-2(3H)-ylidene)carbamic acid ethyl ester C(C)OC(\N=C\1/SC=CN1C1=CC(=CC=C1)OC)=O